N[C@@H]1C(NC2=C(OC1)C=CC=C2)=O (S)-3-amino-4-oxo-3,4-dihydrobenzo[b][1,4]oxazepin